trans-4-((4-(2-Cyclopropyloxazol-4-yl)pyridine-2-yl)-((trans-4-(5-methoxy-6-methylpyridin-2-yl)cyclohexyl)meth-yl)carbamoyl)cyclohexyl 3-(2-hydroxy-ethoxy)azetidine-1-carboxylate OCCOC1CN(C1)C(=O)O[C@@H]1CC[C@H](CC1)C(N(C[C@@H]1CC[C@H](CC1)C1=NC(=C(C=C1)OC)C)C1=NC=CC(=C1)C=1N=C(OC1)C1CC1)=O